2-chloro-4,6-bis(m-tolyloxy)-1,3,5-triazine ClC1=NC(=NC(=N1)OC=1C=C(C=CC1)C)OC=1C=C(C=CC1)C